C(#CCCCCCCC)O nonynol